(5-(hydroxy (tetradecylamino) methyl) furan-2-yl) methanesulfonate CS(=O)(=O)OC=1OC(=CC1)C(NCCCCCCCCCCCCCC)O